5-amino-3-(4-bromophenyl)-1-[(1R,2R)-2-hydroxycyclopentyl]pyrazole-4-carbonitrile NC1=C(C(=NN1[C@H]1[C@@H](CCC1)O)C1=CC=C(C=C1)Br)C#N